ethyl 2-(((6-chloropyrimidin-4-yl)oxy)methyl)-6-cyclopropylimidazo[1,2-a]pyridine-8-carboxylate ClC1=CC(=NC=N1)OCC=1N=C2N(C=C(C=C2C(=O)OCC)C2CC2)C1